C1(CCCC1)CC=1C=NC=C(C1)C#C 3-(cyclopentylmethyl)-5-ethynylpyridine